((2S,3R,4R)-4-(3,4-Dimethoxybenzyl)-2-phenyltetrahydrofuran-3-yl)methylcyclohexanecarboxylate COC=1C=C(C[C@@H]2[C@@H]([C@H](OC2)C2=CC=CC=C2)COC(=O)C2CCCCC2)C=CC1OC